FC1=CC=CC(=N1)C1=CC=C(CN2N=C3N(C(N(C(C3=C2)=O)C)=O)CC2=CC=C(C=C2)OC)C=C1 2-(4-(6-fluoropyridin-2-yl)benzyl)-7-(4-methoxybenzyl)-5-methyl-2H-pyrazolo[3,4-d]pyrimidine-4,6(5H,7H)-dione